O=C1C=CC(=CN1)CN1C(S\C(\C1=O)=C/C1=C(C(=C(C=C1F)F)O)F)=O (5Z)-3-[(6-oxo-1,6-dihydropyridin-3-yl)methyl]-5-[(2,4,6-trifluoro-3-hydroxyphenyl)methylidene]-1,3-thiazolidine-2,4-dione